ClC=1C=2N(CC(CN1)(C)C)C=C(C2)C2=NC(=NC=C2)NC2=CC=NN2C 4-(1-chloro-4,4-dimethyl-4,5-dihydro-3H-pyrrolo[1,2-a][1,4]diazepin-8-yl)-N-(1-methyl-1H-pyrazol-5-yl)pyrimidin-2-amine